(S)-3-(3-(2-((2-formyl-3-hydroxyphenoxy)methyl)pyrrolidine-1-carbonyl)pyridin-2-yl)propanenitrile C(=O)C1=C(OC[C@H]2N(CCC2)C(=O)C=2C(=NC=CC2)CCC#N)C=CC=C1O